(1,5-cyclooctadiene) rhodium (I) triflate [O-]S(=O)(=O)C(F)(F)F.[Rh+].C1=CCCC=CCC1